tert-butyl methyl-L-alanyl-L-phenylalaninate CN[C@@H](C)C(=O)N[C@@H](CC1=CC=CC=C1)C(=O)OC(C)(C)C